zinc, potassium salt [K].[Zn]